5-Bromopyridin-3-yl 2,4,6-tri-O-acetyl-3-deoxy-3-[4-(3,4-difluorophenyl)-1H-1,2,3-triazol-1-yl]-1-thio-α-D-galactopyranoside C(C)(=O)O[C@H]1[C@@H](SC=2C=NC=C(C2)Br)O[C@@H]([C@@H]([C@@H]1N1N=NC(=C1)C1=CC(=C(C=C1)F)F)OC(C)=O)COC(C)=O